3-propylamine hydrobromide Br.CCCN